ditert-butyl peroxide C(C)(C)(C)OOC(C)(C)C